2-butyl-4-ethynyl-4-hydroxycyclohexa-2,5-dien-1-one C(CCC)C=1C(C=CC(C1)(O)C#C)=O